2-(4-bromophenyl)-9-phenyl-1,10-phenanthroline BrC1=CC=C(C=C1)C1=NC2=C3N=C(C=CC3=CC=C2C=C1)C1=CC=CC=C1